COC(C(\C=C\N(C)C)=O)=O (E)-4-(dimethylamino)-2-oxo-but-3-enoic acid methyl ester